(tert-Butoxycarbonyl)-N-(6-[2-[(tert-Butyldimethylsilyl)oxy]ethyl]-3-methoxypyrazin-2-yl)carbamic acid tert-butyl ester C(C)(C)(C)OC(N(C1=NC(=CN=C1OC)CCO[Si](C)(C)C(C)(C)C)C(=O)OC(C)(C)C)=O